bis(3,4-dimethoxy phenyl) sulfide COC=1C=C(C=CC1OC)SC1=CC(=C(C=C1)OC)OC